1,2-dihydroxymethyl-cyclohex-4-eneN OCC1=C(CC=CC1)CO